CS(=O)(=O)OC[C@@H]1N(C2(CC2)CC1)C1=NC(=NC(=C1)Cl)Cl (R)-(4-(2,6-dichloropyrimidin-4-yl)-4-azaspiro[2.4]heptan-5-yl)methyl methanesulfonate